4-(2-bromo-4-fluorophenyl)butanoic acid BrC1=C(C=CC(=C1)F)CCCC(=O)O